N1(CCNCC1)C1=NC(=NC(=N1)N1N=CC=C1)N1C=CC2=CC=CC=C12 1-(4-(Piperazin-1-yl)-6-(1H-pyrazol-1-yl)-1,3,5-triazin-2-yl)-1H-indole